4-(10-Acryloyl-4-fluoro-6-oxo-8,9,10,11,11a,12-hexahydro-6H-pyrazino[2',1':3,4][1,4]diazepino[6,7,1-hi]indazol-3-yl)-2-amino-7-fluorobenzo[b]thiophene-3-carbonitrile C(C=C)(=O)N1CC2CN3N=CC4=C(C(=CC(=C34)C(N2CC1)=O)F)C1=CC=C(C=2SC(=C(C21)C#N)N)F